N-((2R)-2-hydroxy-2-((3S)-7-((4-methyloxazol-5-yl)methoxy)-1,2,3,4-tetrahydroisoquinolin-3-yl)ethyl)-2-pyrrolidin-1-yl-pyrimidine-4-carboxamide O[C@H](CNC(=O)C1=NC(=NC=C1)N1CCCC1)[C@H]1NCC2=CC(=CC=C2C1)OCC1=C(N=CO1)C